5-fluoro-6-methylthieno[2,3-b]pyridine FC=1C=C2C(=NC1C)SC=C2